ClC1=CC=C(C=C1)NC=1NN=C2N=C(N=C(C21)N)C2=CC=CC=C2 3-N-(4-chlorophenyl)-6-phenyl-2H-pyrazolo[3,4-d]pyrimidine-3,4-diamine